COC(=O)C1=C(NC(=C1)C1=C2C(=NC=C1)N(C=C2)S(=O)(=O)C2=CC=CC=C2)C2=CC=C(C1=CC=CC=C21)C Methyl-2-(4-methylnaphthalen-1-yl)-5-[1-(phenylsulfonyl)-1H-pyrrolo[2,3-b]pyridin-4-yl]-1H-pyrrole-3-carboxylate